1,1-dibromo-3,3-dibutyl-1,3-disilacyclobutane Br[Si]1(C[Si](C1)(CCCC)CCCC)Br